BrC1=NC=CC(=C1)C1=CC(=NN1)C=1C=NC(=NC1)N(C)C 5-[5-(2-bromopyridin-4-yl)-1H-pyrazol-3-yl]-N,N-dimethylpyrimidin-2-amine